C(C1=CC=CC=C1)OC1=CC=C(OCC(=O)N)C=C1 2-(4-(benzyloxy)phenoxy)acetamide